N-(3-(dimethylamino)propyl)-3-((2S)-2-hydroxy-3-(8-(4-methoxy-3-methylphenylsulfonyl)-1-oxa-8-azaspiro[4.5]decan-3-ylamino)propoxy)benzenesulfonamide CN(CCCNS(=O)(=O)C1=CC(=CC=C1)OC[C@H](CNC1COC2(C1)CCN(CC2)S(=O)(=O)C2=CC(=C(C=C2)OC)C)O)C